(3-amino-2-methylphenyl)-8-benzyl-2-(furan-2-ylmethyl)imidazo[1,2-a]pyrazin-3(7H)-one NC=1C(=C(C=CC1)C1=CNC(=C2N1C(C(=N2)CC=2OC=CC2)=O)CC2=CC=CC=C2)C